C(C)O[Si](CCCN1CCN(CC1)CCC[Si](OCC)(OCC)OCC)(C)C 1-(3-(ethoxydimethylsilyl)propyl)-4-(3-(triethoxysilyl)propyl)piperazine